6-[7-[4-fluoro-2-(2-methoxyethoxy)phenyl]-6-[6-(prop-2-enylamino)-1H-benzoimidazol-2-yl]thieno[3,2-c]pyridin-4-yl]-3,4-dihydro-1H-isoquinoline-2-carboxylic acid tert-butyl ester C(C)(C)(C)OC(=O)N1CC2=CC=C(C=C2CC1)C1=NC(=C(C2=C1C=CS2)C2=C(C=C(C=C2)F)OCCOC)C2=NC1=C(N2)C=C(C=C1)NCC=C